3-styryl-quinazoline C(=CC1=CC=CC=C1)N1CN=C2C=CC=CC2=C1